C1(CC1)CC1=NN=NN1CC1=C(N=NN1C)C1=CC=C(C(=N1)C)OC[C@H]1[C@@H](CC1)C(=O)O |r| (±)-(1R,2R)-2-(((6-(5-((5-(Cyclopropylmethyl)-1H-tetrazol-1-yl)methyl)-1-methyl-1H-1,2,3-triazol-4-yl)-2-methylpyridin-3-yl)oxy)methyl)cyclobutane-1-carboxylic acid